C(C)(C)(C)N1CCC(CC1)CCCCC1=CC2=C(N(C(N2C)=O)C2C(NC(CC2)=O)=O)C=C1 Tert-butyl-4-[4-[1-(2,6-dioxo-3-piperidyl)-3-methyl-2-oxo-benzimidazol-5-yl]butyl]piperidine